O=C1N(C=CC(N1)=O)C=1C=NN2C1C=C(C=C2)CN2C[C@@H](N(CC2)C(=O)OC(C)(C)C)C tert-butyl (S)-4-((3-(2,4-dioxo-3,4-dihydropyrimidin-1(2H)-yl)pyrazolo[1,5-a]pyridin-5-yl)methyl)-2-methylpiperazine-1-carboxylate